OC1=CC=C(C=C1)C1(CC(CC(C1)(C)C)C)C1=CC=C(C=C1)O 1,1-bis(4-hydroxyphenyl)-3,5,5-trimethylcyclohexane